tert-butyl-(S)-2-amino-2-((1r,3R,5R,7S)-3-hydroxyadamantan-1-yl)-N,N-bis(2-hydroxyethyl)acetamide C(C)(C)(C)[C@@](C(=O)N(CCO)CCO)(C12CC3(C[C@H](C[C@@H](C1)C3)C2)O)N